N1=C(C=C(C=C1)C(=O)[O-])C(=O)[O-] 2,4-pyridinedicarboxylate